NCCOC1=C(C2=C(C=N1)CC(C2)CNCCC2CN(C(O2)=O)C=2C=CC=1OCC(NC1N2)=O)Cl 6-[5-[2-[[3-(2-aminoethoxy)-4-chloro-6,7-dihydro-5H-cyclopenta[c]pyridin-6-yl]methylamino]ethyl]-2-oxo-1,3-oxazolidin-3-yl]-4H-pyrido[3,2-b][1,4]oxazin-3-one